N1NCC2=C1C=CC=N2 pyridopyrazolidine